C(C)(C)(C)C1=CC=C(C=C1)C1(CCC1)O 1-(4-(tert-butyl)phenyl)cyclobutan-1-ol